[1-(1-amino-1-isopropylmethyl)-2-oxopropyl]phosphonic acid diethyl ester C(C)OP(OCC)(=O)C(C(C)=O)C(C(C)C)N